(3-(2,4-dichlorophenyl))-4-(1-Methyl-1H-indole-3-yl)-1H-pyrrole-2,5-dione ClC1=C(C=CC(=C1)Cl)C=1C(NC(C1C1=CN(C2=CC=CC=C12)C)=O)=O